ClC=1C=CC(=C2CC(C(C12)=O)F)C1=C(C=2C=CCCC2C=C1F)C#N (7-chloro-2-fluoro-1-oxo-2,3-dihydro-1H-inden-4-yl)-3-fluoro-5,6-dihydronaphthalene-1-carbonitrile